4-methyl-2,6-bis((R)-1-phenylethyl)aniline CC1=CC(=C(N)C(=C1)[C@H](C)C1=CC=CC=C1)[C@H](C)C1=CC=CC=C1